3-acetyl-N-(2-fluoro-3-(furan-3-yl)phenyl)-7-methoxyindolizine-1-carboxamide C(C)(=O)C1=CC(=C2C=C(C=CN12)OC)C(=O)NC1=C(C(=CC=C1)C1=COC=C1)F